C1(CC1)C1=NC=NC(=C1C=1N=CC2=C(N1)C=C(N2)C)OC 2-(4-cyclopropyl-6-methoxy-pyrimidin-5-yl)-6-methyl-5H-pyrrolo[3,2-d]pyrimidine